C(C)(=O)OC1=C(C=CC=C1)CN(C(C)=O)[C@@H]([C@H](C=C)C1=CC(=CC=C1)Cl)C1=CC=C(C=C1)Cl 2-((N-((1S,2R)-2-(3-chlorophenyl)-1-(4-chlorophenyl)but-3-enyl)acetamido)methyl)phenyl Acetate